C1(=CC=CC=C1)N1C(=CC=C1)P(C1CCCCC1)C1CCCCC1 N-Phenyl-2-(dicyclohexylphosphino)pyrrol